(E)-3-[3-[(2-Chloro-4-nitrophenoxy)methyl]-4-methoxyphenyl]-1-(2,4-dihydroxyphenyl)prop-2-en ClC1=C(OCC=2C=C(C=CC2OC)/C=C/CC2=C(C=C(C=C2)O)O)C=CC(=C1)[N+](=O)[O-]